NC=1C2=C(N=C(N1)C=1N=C(C=3N(C1)N=CN3)CCC(C(F)(F)F)(F)F)NC(C2(C)C2=CC=C(C=C2)O)=O 4-Amino-5-(4-hydroxyphenyl)-5-methyl-2-(8-(3,3,4,4,4-pentafluorobutyl)-[1,2,4]triazolo[1,5-a]pyrazin-6-yl)-5,7-dihydro-6H-pyrrolo[2,3-d]pyrimidin-6-one